ClC1=C(C=CC(=C1)Cl)C1N(S(N(C=C1C(=O)OCC)CC1=CC=C(C=C1)C(NO)=O)(=O)=O)C (+)-Ethyl 3-(2,4-dichlorophenyl)-6-(4-(hydroxycarbamoyl) benzyl)-2-methyl-3,6-dihydro-2H-1,2,6-thiadiazine-4-carboxylate 1,1-dioxide